OC(CO)C1=NC=CC=C1C(=O)N1[C@@H](CCCC1)COC1=C(C=O)C(=CC=C1)O 2-{[(2S)-1-[2-(1,2-dihydroxyethyl)pyridine-3-carbonyl]piperidin-2-yl]methoxy}-6-hydroxybenzaldehyde